7-fluoro-5-nitro-1H-isochromen-1-one FC1=CC(=C2C=COC(C2=C1)=O)[N+](=O)[O-]